ClC=1C(=NC=CN1)C#N 3-chloropyrazine-2-carbonitrile